NC1=CC=2C3=C(C(N(C2C=C1)CC(OC)OC)=O)OCC[C@@H](N3)C3CC3 (R)-10-amino-2-cyclopropyl-7-(2,2-dimethoxyethyl)-1,2,3,4-tetrahydro[1,4]oxazepino[2,3-c]quinolin-6(7H)-one